(S)-3-methyl-2-(5-oxo-2-((R)-1-trityl-aziridine-2-carbonyl)-2,6-diazaspiro[3.4]oct-6-yl)butanoic acid CC([C@@H](C(=O)O)N1C(C2(CN(C2)C(=O)C2[N@@](C2)C(C2=CC=CC=C2)(C2=CC=CC=C2)C2=CC=CC=C2)CC1)=O)C